2-(3-(5-(4-((5-cyclopropyl-1H-pyrazol-3-yl)amino)quinazolin-2-yl)pyridin-2-yl)-3,6-diazabicyclo[3.1.1]heptan-6-yl)ethan-1-ol C1(CC1)C1=CC(=NN1)NC1=NC(=NC2=CC=CC=C12)C=1C=CC(=NC1)N1CC2N(C(C1)C2)CCO